[Se-2].[Se-2].[Se-2].[Dy+3].[Dy+3] dysprosium triselenide